2-[1-[3-(dimethylamino)-5,8-dimethyl-6-oxo-benzo[c][1,8]naphthyridin-10-yl]ethylamino]benzoic acid CN(C1=CC=C2C3=C(C(N(C2=N1)C)=O)C=C(C=C3C(C)NC3=C(C(=O)O)C=CC=C3)C)C